(9S)-7-chloro-4,5,9,13-tetramethyl-3-thia-1,8,11,12-tetrazatricyclo[8.3.0.02,6]trideca-2(6),4,7,10,12-pentaene ClC=1C=2C(=C(SC2N2C(=NN=C2[C@@H](N1)C)C)C)C